N-[(4-fluorophenyl)cyclobutyl](2-{[(4-fluorophenyl)cyclobutyl]amino}-4-(trifluoromethyl)pyrimidin-5-yl)carboxamide FC1=CC=C(C=C1)C1(CCC1)NC(=O)C=1C(=NC(=NC1)NC1(CCC1)C1=CC=C(C=C1)F)C(F)(F)F